dibutyl-tin Distearate C(CCCCCCCCCCCCCCCCC)(=O)[O-].C(CCCCCCCCCCCCCCCCC)(=O)[O-].C(CCC)[Sn+2]CCCC